C(C)(C)N1N=C(N=C1C1[C@H]2CC(C[C@@H]12)=O)C1=CC(=CC=C1)C(F)(F)F (1R,5S,6r)-6-(1-isopropyl-3-(3-(trifluoromethyl)phenyl)-1H-1,2,4-triazol-5-yl)bicyclo[3.1.0]hexane-3-one